2-dodecyl-3-methylimidazolium C(CCCCCCCCCCC)C=1NC=C[N+]1C